The molecule is a monocarboxylic acid that is acetic acid substituted by a (pyridin-3-yl) group. It is a metabolite of nicotine and other tobacco alkaloids. It has a role as a human xenobiotic metabolite. It is a member of pyridines and a monocarboxylic acid. C1=CC(=CN=C1)CC(=O)O